NC1CCC(CC1)C(=O)NC1=CC(=C(C=C1)OC)C#N (1s,4s)-4-Amino-N-(3-cyano-4-methoxyphenyl)cyclohexanecarboxamide